N1CC(C1)C1=C(C2=C(N=NC(=C2)C2=C(C=CC=C2)O)N1)C(=O)N 6-(azetidin-3-yl)-3-(2-hydroxyphenyl)-7H-pyrrolo[2,3-c]pyridazine-5-carboxamide